BrC=1C=C2C=3C(=CC(=C(NS(C=4C(=C(C=C(C(OCCOC2=CC1)=O)C4)Cl)OC)(=O)=O)C3)F)F 4-bromo-15-chloro-21,23-difluoro-16-methoxy-18,18-dioxo-8,11-dioxa-18λ6-thia-19-azatetracyclo[18.3.1.113,17.02,7]pentacosa-1(24),2,4,6,13,15,17(25),20,22-nonaen-12-one